C(C)(=O)C1=NN(C2=CC=C(C=C12)C=1C=NC=C(C1)S(=O)(=O)C)CC(=O)OC(C)(C)C tert-Butyl 2-(3-acetyl-5-(5-(methylsulfonyl)pyridin-3-yl)-1H-indazol-1-yl)acetate